Trans-4-Hexadecene CCC\C=C\CCCCCCCCCCC